(R)-N-((2-(6-(1-oxa-6-azaspiro[3.4]octan-6-yl)pyridin-2-yl)-1,6-naphthyridin-7-yl)methyl)-4-methyl-3-(methylsulfonyl)benzamide O1CC[C@]12CN(CC2)C2=CC=CC(=N2)C2=NC1=CC(=NC=C1C=C2)CNC(C2=CC(=C(C=C2)C)S(=O)(=O)C)=O